Methyl 3-(4-(N-(6-(8-(benzo[d]thiazol-2-ylcarbamoyl)-3,4-dihydroisoquinolin-2(1H)-yl)-3-(1-isobutyl-5-methyl-1H-pyrazol-4-yl)picolinoyl)sulfamoyl)phenyl)propanoate S1C(=NC2=C1C=CC=C2)NC(=O)C=2C=CC=C1CCN(CC21)C2=CC=C(C(=N2)C(=O)NS(=O)(=O)C2=CC=C(C=C2)CCC(=O)OC)C=2C=NN(C2C)CC(C)C